2-((6-(4-cyclopropyl-6-methoxypyrimidin-5-yl)-1H-pyrazolo[3,4-d]pyrimidin-1-yl)methyl)-5-(1-isopropyl-4-(trifluoromethyl)-1H-imidazol-2-yl)phenol C1(CC1)C1=NC=NC(=C1C1=NC=C2C(=N1)N(N=C2)CC2=C(C=C(C=C2)C=2N(C=C(N2)C(F)(F)F)C(C)C)O)OC